6-(2-((2E)-4-(dimethylamino)-2-butenoyl)-2,6-diazaspiro[3.4]octan-6-yl)-8-(5-methyl-1H-indazol-4-yl)-3,4-dihydro-1H-2-benzopyran-7-carbonitrile CN(C/C=C/C(=O)N1CC2(C1)CN(CC2)C=2C(=C(C1=C(CCOC1)C2)C2=C1C=NNC1=CC=C2C)C#N)C